FC1=C(C(=NC(=N1)C1=NC=C(C=N1)F)OC)C(F)(F)F 6-fluoro-4-methoxy-2-(5-fluoro-2-pyrimidinyl)-5-trifluoromethylpyrimidine